N[C@@H](C)C#N alaninenitrile